5-(5-fluoro-3-pyridinyl)-3-(trifluoromethyl)pyrazolo[1,5-a]Pyrimidin-7-amine FC=1C=C(C=NC1)C1=NC=2N(C(=C1)N)N=CC2C(F)(F)F